F[C@H]([C@H]1OCC1)C1=NN=CN1C (S)-2-((S)-fluoro(4-methyl-4H-1,2,4-triazol-3-yl)methyl)oxetan